FC=1C=C(C=CC1OC)C=1N=C2N(C=C(C=C2C)C2C[C@H](N(CC2)C2CCNCC2)CC(C)C)C1 2-(3-fluoro-4-methoxyphenyl)-6-(r-isobutyl-[1,4'-bipiperidin]-4-yl)-8-methylimidazo[1,2-a]pyridine